The molecule is a hydrochloride obtained by combining pyridoxamine with two molar equivalents of hydrochloric acid. Used for treatment of diabetic nephropathy. It has a role as an Escherichia coli metabolite, a Saccharomyces cerevisiae metabolite, a human metabolite, a mouse metabolite, a plant metabolite, an iron chelator and a nephroprotective agent. It contains a pyridoxamine(2+). CC1=NC=C(C(=C1O)CN)CO.Cl.Cl